N1=C(C=NC=C1)CN1CCN(CCN(CCN(CC1)CC(=O)O)CC(=O)O)CC(=O)O 2,2',2''-(10-(pyrazin-2-ylmethyl)-1,4,7,10-tetraazacyclododecane-1,4,7-triyl)triacetic acid